methyl (S)-2-amino-3-(2-(cyclopropylmethoxy)phenyl)propanoate hydrochloride Cl.N[C@H](C(=O)OC)CC1=C(C=CC=C1)OCC1CC1